ClC1=CC(=C(C=C1)[C@@H](C)OC1=CC=NN1C1CCN(CC1)C(=O)OC(C)(C)C)F |o1:7| tert-butyl 4-[5-[(1R or S)-1-(4-chloro-2-fluoro-phenyl)ethoxy]pyrazol-1-yl]piperidine-1-carboxylate